NC=1C2=C(N=CN1)N(C=C2C#CC=2C(=CC1=C(N=C(O1)C1CC1)C2)F)[C@@H]2CN(CC2)C(C=C)=O (S)-1-(3-(4-amino-5-((2-cyclopropyl-6-fluorobenzo[d]oxazol-5-yl)ethynyl)-7H-pyrrolo[2,3-d]pyrimidin-7-yl)pyrrolidin-1-yl)prop-2-en-1-one